C1=C(C=CC2=CC=CC=C12)C(CC)CCCCCCCCC#[SiH] 3-(2-naphthyl)-12-silanetriyl-dodecane